6-bromo-7-fluoro-8-iodo-2-(trifluoromethyl)-3,4-dihydroquinazolin-4-one BrC=1C=C2C(NC(=NC2=C(C1F)I)C(F)(F)F)=O